C(C)(C)(C)N[C@@H](C)C(=O)O Tert-butyl-L-alanine